Tert-butyl (3R)-3-((5-((Z)-4,4,4-trifluoro-1-(3-fluoro-1-(tetrahydro-2H-pyran-2-yl)-1H-indazol-5-yl)-2-phenylbut-1-en-1-yl)pyridin-2-yl)oxy)piperidine-1-carboxylate FC(C/C(=C(\C=1C=C2C(=NN(C2=CC1)C1OCCCC1)F)/C=1C=CC(=NC1)O[C@H]1CN(CCC1)C(=O)OC(C)(C)C)/C1=CC=CC=C1)(F)F